CC=1N2C(SC1C(=O)OCC)=NCC2 ethyl 3-methyl-5,6-dihydroimidazo[2,1-b][1,3]thiazole-2-carboxylate